F[C@H]1CN(CC[C@H]1NC1=C2C=C(N(C2=CC=C1)CC(F)(F)F)C1=NOC(=N1)CNC(=O)[C@H]1[C@@H](C1)C1=CC(=CC=C1)F)C (1R,2R)-N-{[3-(4-{[(3S,4R)-3-fluoro-1-methylpiperidin-4-yl]amino}-1-(2,2,2-trifluoroethyl)-1H-indol-2-yl)-1,2,4-oxadiazol-5-yl]methyl}-2-(3-fluorophenyl)cyclopropane-1-carboxamide